ClC=1C=C(/C=C/C(=O)O)C=CC1 (E)-3-chlorocinnamic acid